Hexane-3-sulfonamide CCC(CCC)S(=O)(=O)N